(S)- and (R)-4-(2-((2-(6-(1-methyl-1H-1,2,3-triazol-4-yl)-1H-indol-3-yl)-2-oxo-1-phenylethyl)amino)ethyl)benzenesulfonamide CN1N=NC(=C1)C1=CC=C2C(=CNC2=C1)C([C@H](C1=CC=CC=C1)NCCC1=CC=C(C=C1)S(=O)(=O)N)=O |r|